5-Chloro-2-[2-[[(3R)-1-ethyl-3-piperidyl]amino]oxazolo[4,5-b]pyridin-5-yl]-3-(methoxymethyl)phenol ClC=1C=C(C(=C(C1)O)C1=CC=C2C(=N1)N=C(O2)N[C@H]2CN(CCC2)CC)COC